S1C=NC(=C1)C(=O)O (E)-4-thiazolecarboxylic acid